3H-imidazole 8-(2-hydroxybenzoamido)octanoate OC1=C(C(=O)NCCCCCCCC(=O)O)C=CC=C1.N1=CNC=C1